FC1(CCC2(CN(C2)C(C(F)(F)F)=O)CC1)F 1-{7,7-difluoro-2-azaspiro[3.5]nonan-2-yl}-2,2,2-trifluoroethan-1-one